C(#N)C1=CC(=C(OC=2N=NC(=C(C2C(=O)NC2=CC(=CC=C2)[S@](=O)(C)=N)C)C2=C(C=CC=C2)F)C=C1)OC 3-(4-cyano-2-methoxyphenoxy)-6-(2-fluorophenyl)-N-{3-[(R)-imino(methyl)oxo-λ6-sulfanyl]phenyl}-5-methylpyridazine-4-carboxamide